CC1(OC2=C(C1)C=C(C(=C2)N2CCOCC2)NC(=O)C=2C=NN1C2N=CC(=C1)O)C N-(2,2-dimethyl-6-morpholino-2,3-dihydrobenzofuran-5-yl)-6-hydroxypyrazolo[1,5-a]pyrimidine-3-carboxamide